The molecule is an angucycline that consists of tetrangomycin linked to a deoxy sugar moiety at position 9 via a C-glycosidic bond. It is isolated from Streptomyces sp.KY002 and exhibits cytotoxicity against human lung cancer and MCF-7 human breast cancer cells. It has a role as an antineoplastic agent and an antimicrobial agent. It is a C-glycosyl compound and an angucycline antibiotic. It derives from a tetrangomycin. C[C@@H]1[C@@H]2[C@@H](C[C@@H](O1)C3=C(C4=C(C=C3)C(=O)C5=C(C4=O)C=CC6=C5C(=O)C[C@](C6)(C)O)O)O[C@H]7CC(=O)[C@@H](O[C@H]7O2)C